ClC=1C=C(C(=NC1)[C@H](C(F)(F)F)NC(=O)C=1C=C2CN(C(C2=CC1)=O)[C@@H]1C(NC(CC1)=O)=O)F N-((R)-1-(5-chloro-3-fluoropyridin-2-yl)-2,2,2-trifluoroethyl)-2-((S)-2,6-dioxopiperidin-3-yl)-1-oxoisoindoline-5-carboxamide